3-(5-((5-chloro-2-(((3S,4R)-3-hydroxytetrahydro-2H-pyran-4-yl)amino)pyrimidin-4-yl)ethynyl)-1-isopropyl-1H-imidazole-2-yl)oxazolidin-2-one ClC=1C(=NC(=NC1)N[C@H]1[C@@H](COCC1)O)C#CC1=CN=C(N1C(C)C)N1C(OCC1)=O